COC1=CC=C2NC=C(C[C@H](N)C(=O)O)C2=C1 5-methoxytryptophan